[N+](=O)([O-])C1(CCCC1)CCC(=O)N 3-(1-nitrocyclopentyl)propionamide